1-tert-butoxycarbonyl-isonipecotic acid hydrazide C(C)(C)(C)OC(=O)N1CCC(C(=O)NN)CC1